N-(2-(dimethylamino)ethyl)-1-(7-(trifluoromethyl)-10H-phenoxazin-2-yl)ethanesulfonamide CN(CCNS(=O)(=O)C(C)C1=CC=2NC3=CC=C(C=C3OC2C=C1)C(F)(F)F)C